(N-(bicyclo[1.1.1]pent-1-yl)sulfamoyl)-N-(3-chloro-4-fluorophenyl)-1,3,5-trimethyl-1H-pyrrole-2-carboxamide C12(CC(C1)C2)NS(=O)(=O)C=2C(=C(N(C2C)C)C(=O)NC2=CC(=C(C=C2)F)Cl)C